FC1=CC(=C(C=C1)[C@H]1[C@@H](O[C@@]([C@H]1C)(C(F)(F)F)C)C(=O)NC1=CC(=NC=C1)C(=O)N)OC 4-((2R,3S,4S,5S)-3-(4-fluoro-2-methoxyphenyl)-4,5-dimethyl-5-(trifluoromethyl)tetrahydrofuran-2-carboxamido)picolinamide